COC1C(C1)C(=O)NC1=CC(=C(C=C1)OC=1C=NC(=NC1)N1CCOCC1)C 2-methoxy-N-(3-methyl-4-((2-morpholinopyrimidin-5-yl)oxy)phenyl)cyclopropane-1-carboxamide